ClCC(=O)C1SC2(N(C1=O)CC=1OC(=CC1)C1=CC=CC=C1)CCNCC2 (2-chloroacetyl)-4-((5-phenylfuran-2-yl)methyl)-1-thia-4,8-diazaspiro[4.5]Decan-3-one